C(C)(C)(C)C=1C=C(C=C(C1O)C(C)(C)C)CCC(=O)OCCCCCCOC(CCC1=CC(=C(C(=C1)C(C)(C)C)O)C(C)(C)C)=O hexamethylene bis[3-(3,5-di-tert-butyl-4-hydroxyphenyl)propionate]